C(C)(C)(C)OC(=O)N[C@@H](CC1=CNC=N1)C(=O)O N-(tert-butoxycarbonyl)histidine